C(C)(CC)P(=O)(CCCC)C(C)CC 1-di(sec-butyl)phosphinoyl-butane